6-(azetidin-1-yl)-N-(2-methyl-5-(4-(pyridin-4-yl)piperidine-1-carbonyl)phenyl)nicotinamide N1(CCC1)C1=NC=C(C(=O)NC2=C(C=CC(=C2)C(=O)N2CCC(CC2)C2=CC=NC=C2)C)C=C1